2-hydroxy-5-cyanobenzeneboronic acid OC1=C(C=C(C=C1)C#N)B(O)O